(S)-N-(7-chloro-6-(1-((3S,4S)-4-hydroxytetrahydrofuran-3-yl)piperidin-4-yl)isoquinolin-3-yl)-6-oxaspiro[2.5]octane-1-carboxamide ClC1=C(C=C2C=C(N=CC2=C1)NC(=O)[C@H]1CC12CCOCC2)C2CCN(CC2)[C@H]2COC[C@H]2O